C(C)ON=CCCCCC 6-ethoxyiminohexane